C(C)(C)(C)OC(=O)N1CC2(C1)CC(C2)N2N=C(C=C2C)N2C(C[C@@H](CC2)CO)(C)C.FC(C=2C=C(C=C(C2)C(F)(F)F)C2=C(C=CC=C2)B(C2=CC=CC=C2)C2=CC=CC=C2)(F)F [3,5-bis(trifluoromethyl)phenyl]triphenylboron tert-butyl-(R)-6-(3-(4-(hydroxymethyl)-2,2-dimethylpiperidin-1-yl)-5-methyl-1H-pyrazol-1-yl)-2-azaspiro[3.3]heptane-2-carboxylate